C1(CC1)N1C=C(C(C2=CC(=C(C=C12)OCCO)F)=O)CN(CC1=CC(=NC=C1)C)[C@@H]1CN(CCC1)C=1C=NC(=CC1)C1CC1 cyclopropyl-3-({[(3S)-1-(6-cyclopropylpyridin-3-yl)piperidin-3-yl][(2-methylpyridin-4-yl)methyl]amino}methyl)-6-fluoro-7-(2-hydroxyethoxy)-1,4-dihydroquinolin-4-one